ClC=1C=C(C=C(C1)Cl)CC(=O)NC1CC12CCN(CC2)CCC(C)(C)C 2-(3,5-dichlorophenyl)-N-(6-(3,3-dimethylbutyl)-6-azaspiro[2.5]oct-1-yl)acetamide